ClC=1C=C(C=CC1)CC(=N)NO (3-chlorophenyl)-N-hydroxyacetamidine